FCCN1C=CC=C1 1-(2-fluoroethyl)-1H-pyrrole